ON1C(CC(CC1(C)C)OC(CCCCCCCCC(=O)OC1CC(N(C(C1)(C)C)O)(C)C)=O)(C)C Bis(1-oxyl-2,2,6,6-tetramethyl-piperidine-4-yl)sebacat